CC1=C2C=NN(C2=CC=C1C1=NC=CC2=CN=C(C=C12)NC1=CC=C(C=C1)S(=O)(=O)C)CC(=O)OCC ethyl 2-(4-methyl-5-(7-((4-(methylsulfonyl)phenyl)amino)-2,6-naphthyridin-1-yl)-1H-indazol-1-yl)acetate